pyrrolidine-1,2-dicarboxylic acid O1-tert-butyl O2-methyl ester COC(=O)C1N(CCC1)C(=O)OC(C)(C)C